NC1=C2C(=NC=N1)N(N=C2Br)CCO 2-(4-Amino-3-bromo-pyrazolo[3,4-d]pyrimidin-1-yl)ethanol